N[C@@H]1CN(CC[C@@H]1F)C1=CC(=CC=2N(C=3N(C21)C=CN3)C=3SC(=NN3)C(F)F)S(=O)(=O)NC3(CC3)C (cis)-5-(3-amino-4-fluoropiperidin-1-yl)-9-(5-(difluoromethyl)-1,3,4-thiadiazol-2-yl)-N-(1-methylcyclopropyl)-9H-benzo[d]imidazo[1,2-a]imidazole-7-sulfonamide